NCCCNC1CCC2=CC(=CC=C12)C(=O)NC1=CC=C(C=C1)S(=O)(=O)N1CCN(CC1)C1=NC(=CC(=C1)C(F)(F)F)Cl 1-(3-Aminopropylamino)-N-[4-[4-[6-chloro-4-(trifluoromethyl)-2-pyridyl]piperazin-1-yl]sulfonylphenyl]indane-5-carboxamide